C(C)OC[N] N-ethoxymethylNitrogen